tert-butyl ((S)-2-hydroxy-3-(3-sulfamoylphenoxy)propyl)((R)-8-((4-hydroxyquinolin-3-yl)sulfonyl)-1-oxa-8-azaspiro[4.5]decan-3-yl)carbamate O[C@@H](CN(C(OC(C)(C)C)=O)[C@H]1COC2(C1)CCN(CC2)S(=O)(=O)C=2C=NC1=CC=CC=C1C2O)COC2=CC(=CC=C2)S(N)(=O)=O